5,5-difluorooctahydrocyclopenta[c]pyrrole-1-carboxamide FC1(CC2C(C(NC2)C(=O)N)C1)F